S(=O)(=O)(O)O.C(CCCCCCCCCCCCCC)OCCCCCCCCCCCCCCC pentadecyl ether sulfate